Bisimidazolidinyl-urea N1(CNCC1)NC(NN1CNCC1)=O